OCC(C)(O)C1=CC(=C(S1)S(=O)(N)=NC(NC1=C2C(=NC3=C1CCC3)C(CC2)(C)C)=O)F 5-(1,2-Dihydroxypropan-2-yl)-N'-((3,3-dimethyl-1,2,3,5,6,7-hexahydrodicyclopenta[b,e]pyridin-8-yl)carbamoyl)-3-fluorothiophene-2-sulfonimidamide